[Cl-].[Cl-].C[Si](=[Zr+2](C1C(=CC(=C1)C)C)C1C(=CC(=C1)C)C)C dimethylsilanediyl-bis(2,4-dimethyl-cyclopentadienyl)zirconium dichloride